2-(2,8-dimethylimidazo[1,2-a]pyrazin-6-yl)-6-(piperidin-4-yl)-1,6-naphthyridin-5(6H)-one CC=1N=C2N(C=C(N=C2C)C2=NC=3C=CN(C(C3C=C2)=O)C2CCNCC2)C1